tert-butyl (S)-2-(2-carbamoyl pyrrolidin-1-yl)-4-(1-(3,4,5-trimethoxyphenyl)-1H-imidazol-4-ylamino)-5H-pyrrolo[3,4-d]pyrimidine-6(7H)-carboxylate C(N)(=O)[C@H]1N(CCC1)C=1N=C(C2=C(N1)CN(C2)C(=O)OC(C)(C)C)NC=2N=CN(C2)C2=CC(=C(C(=C2)OC)OC)OC